4-[5-(4-methoxyphenyl)-1,2,4-thiadiazol-3-yl]-1H-indole COC1=CC=C(C=C1)C1=NC(=NS1)C1=C2C=CNC2=CC=C1